CC1(C(NC(CC1)=O)=O)C1=NN(C2=CC(=CC=C12)[N+](=O)[O-])C 3-Methyl-3-(1-methyl-6-nitro-indazol-3-yl)piperidine-2,6-dione